3-[5-bromo-2-(4-morpholin-4-ylphenylamino)-pyrimidin-4-ylamino]-thiophene-2-carboxylic acid methyl ester COC(=O)C=1SC=CC1NC1=NC(=NC=C1Br)NC1=CC=C(C=C1)N1CCOCC1